N[C@@H]1[C@@H](OCC12CCN(CC2)C2=C(N=C1C(=N2)N(N=C1C=1C(=C2N=C(C=NC2=CC1)OC)Cl)COCC[Si](C)(C)C)CO)C (6-((3s,4s)-4-amino-3-methyl-2-oxa-8-azaspiro[4.5]dec-8-yl)-3-(5-chloro-3-methoxyquinoxalin-6-yl)-1-((2-(trimethylsilyl)ethoxy)methyl)-1H-pyrazolo[3,4-b]pyrazin-5-yl)methanol